COCCOC1=CC=C2C=C(N(C2=C1)C)C(=O)O 6-(2-methoxyethoxy)-1-methyl-1H-indole-2-carboxylic Acid